2-methyl-1-carbonylpropane CC(C=C=O)C